C(#N)C(=C(OC)C1=CC=C(C=C1)CC(=O)NC1=CC(=NO1)C12CCC(CC1)(C2)C(F)(F)F)C#N 2-[4-(2,2-Dicyano-1-methoxyeth-1-en-1-yl)phenyl]-N-[3-[4-(trifluoromethyl)bicyclo[2.2.1]heptan-1-yl]-1,2-oxazol-5-yl]acetamide